2-amino-6-ethoxy-4-(5-(6-((6-methoxypyridin-3-yl)methyl)-3,6-diazabicyclo[3.1.1]Heptane-3-yl)pyrazin-2-yl)pyrazolo[1,5-a]Pyridine-3-carbonitrile NC1=NN2C(C(=CC(=C2)OCC)C2=NC=C(N=C2)N2CC3N(C(C2)C3)CC=3C=NC(=CC3)OC)=C1C#N